(3,4-epoxycyclohexylethyl)trimethoxysilane methyl-2-(6-oxo-2-phenyl-5-(2-(pyridine-3-yl)oxazole-4-carboxamido)pyrimidin-1(6H)-yl)acetate COC(CN1C(=NC=C(C1=O)NC(=O)C=1N=C(OC1)C=1C=NC=CC1)C1=CC=CC=C1)=O.C1(CC2C(CC1)O2)CC[Si](OC)(OC)OC